COC1=NC=C(C=N1)C(=O)O 2-methoxypyrimidine-5-carboxylic acid